rac-2,4-dimethyl-2-phenylpent-4-enal C[C@@](C=O)(CC(=C)C)C1=CC=CC=C1 |r|